4-((6-methoxypyridin-3-yl)ethynyl)piperidin-4-ol hydrochloride Cl.COC1=CC=C(C=N1)C#CC1(CCNCC1)O